C[Sn](C=1SC=CC1)(C)C trimethyl-(thiophen-2-yl)tin